ClC1=NC=C(C(=N1)NC1=C(C=CC=C1)N1S(CCC1)(=O)=O)Cl 2-(2-((2,5-dichloropyrimidin-4-yl)amino)phenyl)isothiazolidine 1,1-dioxide